6-but-3-enyl-4-[3-ethyl-7-(morpholine-4-carbonyl)benzoimidazol-5-yl]-1H-pyrrolo[2,3-c]pyridin-7-one C(CC=C)N1C(C2=C(C(=C1)C1=CC3=C(N=CN3CC)C(=C1)C(=O)N1CCOCC1)C=CN2)=O